tert-butyl 5-(methylsulfonyl)-1-oxoisoindoline-2-carboxylate CS(=O)(=O)C=1C=C2CN(C(C2=CC1)=O)C(=O)OC(C)(C)C